Benzyl (2-((6-fluoro-5-(3-(5-(1-hydroxy-1-phenylethyl)-1H-imidazol-2-yl)phenoxy)-1H-indol-4-yl)thio)ethyl)(methyl)carbamate FC1=C(C(=C2C=CNC2=C1)SCCN(C(OCC1=CC=CC=C1)=O)C)OC1=CC(=CC=C1)C=1NC(=CN1)C(C)(C1=CC=CC=C1)O